C(C)(C)N1C(CCC2=CC(=CC=C12)C1=NC(=NC=C1F)Cl)=O 1-isopropyl-6-(2-chloro-5-fluoropyrimidin-4-yl)-3,4-dihydro-2(1H)-quinolinone